C(C)(=O)NCC=1NC2=CC(=C(C=C2C1)Cl)C=1N=CC(=NC1)C(=O)N 5-(2-(acetamidomethyl)-5-chloro-1H-indol-6-yl)pyrazine-2-carboxamide